[C@@H]1(C[C@H](O)[C@@H](CO)O1)N1C=NC=2C(N)=NC=NC12 Deoxyadenosine